Tert-butyl N-(1-amino-4-methyl-pyridin-1-ium-3-yl)-N-methyl-carbamate N[N+]1=CC(=C(C=C1)C)N(C(OC(C)(C)C)=O)C